ClC1=NN2C(C(=N1)N1[C@@H]3C[C@@H]3C[C@H]1CO)=CC=C2 ((1r,3s,5r)-2-(2-chloropyrrolo[2,1-f][1,2,4]triazin-4-yl)-2-azabicyclo[3.1.0]hex-3-yl)methanol